(R)-3,4-dichloro-2-(3-ethyl-5,6,7,8-tetrahydro-[1,2,4]triazolo[4,3-a]pyridin-6-yl)phenol ClC=1C(=C(C=CC1Cl)O)[C@H]1CCC=2N(C1)C(=NN2)CC